Nonanethiol C(CCCCCCCC)S